2,2-dilinoleyl-5-dimethylaminomethyl-[1,3]-dioxolane C(CCCCCCC\C=C/C\C=C/CCCCC)C1(OC(CO1)CN(C)C)CCCCCCCC\C=C/C\C=C/CCCCC